[C].[Ni].[Cu] copper-nickel carbon